C(C)(=O)OC1[C@H](NC(C)=O)[C@@H](OC(C)=O)[C@@H](OC(C)=O)[C@H](O1)COC(C)=O N-acetylgalactosamine tetraacetate